(3R,4S,6R)-1-benzyl-3-ethyl-4-hydroxy-6-methylpiperidin-2-one C(C1=CC=CC=C1)N1C([C@@H]([C@H](C[C@H]1C)O)CC)=O